N-ethyl-2-hydroxy-N,N-bis(2-hydroxyethyl)-ethanaminium C(C)[N+](CCO)(CCO)CCO